7-{5-chloro-4-methyl-2-[1-(oxazolidin-2-yl)pyrazol-3-yl]phenyl}-N-[(2,4-dimethoxyphenyl)methyl]cinnolin-4-amine ClC=1C(=CC(=C(C1)C1=CC=C2C(=CN=NC2=C1)NCC1=C(C=C(C=C1)OC)OC)C1=NN(C=C1)C1OCCN1)C